OC=1C=C(C2=CC=CC=C2C1)C1=C(C2=CC=CC=C2C(=C1)NS(=O)(=O)C1=CC=C(C=C1)OC)O N-(3,1'-dihydroxy-[1,2']binaphthyl-4'-yl)-4-methoxy-benzenesulfonamide